5-(azetidin-3-yloxy)-2-(2,6-dioxopiperidin-3-yl)isoindole-1,3-dione formate salt C(=O)O.N1CC(C1)OC=1C=C2C(N(C(C2=CC1)=O)C1C(NC(CC1)=O)=O)=O